carbon aminoalcohol NO.[C]